8-iodo-N2-((1R,4R)-4-methoxycyclohexyl)pyrido[4,3-d]pyrimidine-2,5-diamine IC1=CN=C(C2=C1N=C(N=C2)NC2CCC(CC2)OC)N